C(C)(C)(C)OC(N(C)[C@@H]1C[C@H](CC1)OCCC=C)=O.N1(N=NC=C1)CCCC=O 4-(1H-1,2,3-triazol-1-yl)butan-1-one tert-butyl-((1S,3S)-3-(but-3-en-1-yloxy)cyclopentyl)(methyl)carbamate